ClC1=CC=C(C=C1)C=CC(=O)N(C=1N(C(=CN1)C1=CC=NC=C1)C)C 3-(4-chlorophenyl)-N-methyl-N-(1-methyl-5-(pyridin-4-yl)-1H-imidazol-2-yl)propenamide